t-butyl (4-(4,4,5,5-tetramethyl-1,3,2-dioxaborolan-2-yl)-5-((triisopropylsilyl)ethynyl)naphthalen-1-yl)carbamate CC1(OB(OC1(C)C)C1=CC=C(C2=CC=CC(=C12)C#C[Si](C(C)C)(C(C)C)C(C)C)NC(OC(C)(C)C)=O)C